FC1=CC=C(C=C1)C1=CC=C(C=C1)C(=O)C1=CC=C(C=C1)NC(OC(C)(C)C)=O tert-butyl (4-(4'-fluoro-[1,1'-biphenyl]-4-carbonyl)phenyl)carbamate